ClC1=CC=C(O1)C(=O)N1C(CCC1)C(=O)NC=1SC=CN1 1-[(5-chloro-2-furanyl)carbonyl]-N-2-thiazolyl-2-pyrrolidinecarboxamide